N-(8-((2,6-dimethylbenzyl)amino)-2,3-dimethylimidazo[1,2-a]pyridin-6-yl)-2-(2-oxoazetidin-1-yl)acetamide CC1=C(CNC=2C=3N(C=C(C2)NC(CN2C(CC2)=O)=O)C(=C(N3)C)C)C(=CC=C1)C